(S)-N-(3-(1-((2-amino-5-chloropyridin-3-yl)oxy)ethyl)phenyl)-3-methoxybenzamide NC1=NC=C(C=C1O[C@@H](C)C=1C=C(C=CC1)NC(C1=CC(=CC=C1)OC)=O)Cl